1,2,3,5,6,7-hexahydro-1,1,2,3,3-pentamethyl-4H-indene-4-one CC1(C(C(C=2C(CCCC12)=O)(C)C)C)C